3-(4-phenoxyphenyl)-1-(1-(piperidin-4-ylmethyl)piperidin-4-yl)-1H-pyrazolo(3,4-d)pyrimidin-4-amine O(C1=CC=CC=C1)C1=CC=C(C=C1)C1=NN(C2=NC=NC(=C21)N)C2CCN(CC2)CC2CCNCC2